N1(CCNCC1)CCC#CC1=CC=2N(C=C1)C(=CN2)N2C(NC(CC2)=O)=O 1-(7-(4-(piperazin-1-yl)but-1-yn-1-yl)imidazo[1,2-a]pyridin-3-yl)dihydropyrimidine-2,4(1H,3H)-dione